[N+](=O)([O-])OC12CC3CC(CC(C1)C3)C2 1-adamantanol nitrate